ClC1=CC=C(S1)CNC1=CC(=NN1C(=O)C=1N=CSC1)C1N(CCC1)S(=O)(=O)C N-[(5-chlorothiophen-2-yl)methyl]-3-(1-methanesulfonylpyrrolidin-2-yl)-1-(1,3-thiazole-4-carbonyl)-1H-pyrazol-5-amine